1-(2',4',6'-trimethylbenzoyl)-2-phenyl-imidazole CC1=C(C(=O)N2C(=NC=C2)C2=CC=CC=C2)C(=CC(=C1)C)C